7-(2-hydroxyethyl)theophylline OCCN1C=NC=2N(C(N(C)C(C12)=O)=O)C